ClC=1C=C(C=CC1SC)CO [3-chloro-4-(methylsulfanyl)phenyl]methanol